2-(2-methoxy-2-oxoethylsulfonylamino)thiazole-4-carboxylic acid methyl ester COC(=O)C=1N=C(SC1)NS(=O)(=O)CC(=O)OC